N1CC(C1)NC=1C=C(C=C2C(=C(NC12)C)C(C)=O)C=1C=NC=CC1 1-(7-(azetidin-3-ylamino)-2-methyl-5-(pyridin-3-yl)-1H-indol-3-yl)ethan-1-one